rac-(1s,3s)-2,2-difluoro-3-methylcyclopropane-1-amine hydrochloride Cl.FC1([C@H]([C@@H]1C)N)F |r|